2-Chloro-4-((triisopropylsilyl)ethynyl)-7-((2-(trimethylsilyl)ethoxy)methyl)-7H-pyrrolo[2,3-d]pyrimidine ClC=1N=C(C2=C(N1)N(C=C2)COCC[Si](C)(C)C)C#C[Si](C(C)C)(C(C)C)C(C)C